C(C)(C)(C)OCCC(=O)N(CC)CC 3-tert-butoxy-N,N-diethyl-propionamide